tert-butyl (1S,4S)-5-(7-bromo-8-fluoro-6-iodo-2-((1-(morpholinomethyl)cyclopropyl)methoxy)quinazolin-4-yl)-2,5-diazabicyclo[2.2.1]heptane-2-carboxylate BrC1=C(C=C2C(=NC(=NC2=C1F)OCC1(CC1)CN1CCOCC1)N1[C@@H]2CN([C@H](C1)C2)C(=O)OC(C)(C)C)I